C(O[C@H]1C[C@H](CC1)C1=NN(C(=C1)NC1=CC(=NC=C1)O[C@@H](C)CC[C@H](C)N)C(C)(C)C)(OC1=CC=C(C=C1)[N+](=O)[O-])=O (1R,3S)-3-(5-((2-(((2S,5S)-5-aminohexan-2-yl)oxy)pyridin-4-yl)amino)-1-(tert-butyl)-1H-pyrazol-3-yl)cyclopentyl (4-nitrophenyl) carbonate